(R)-2-(3,3-difluorocyclobutyl)-5-(4-(4-isopropylpyrazolo[1,5-a]pyridin-2-yl)-1,4,6,7-tetrahydro-5H-imidazo[4,5-c]pyridin-5-yl)-1,3,4-oxadiazole FC1(CC(C1)C=1OC(=NN1)N1[C@H](C2=C(CC1)NC=N2)C2=NN1C(C(=CC=C1)C(C)C)=C2)F